O=C1N(C2=CC=CC=C2CC1)CCC 2-oxo-1-propyl-1,2,3,4-tetrahydroquinolin